CC(C=CC(=O)O)=CC=CC(=CC=CC=C(C=CC=C(C=CC(=O)O)C)C)C 4,8,13,17-tetramethylicosa-2,4,6,8,10,12,14,16,18-nonaenedioic acid